4-methyl-N-[(Z)-(3-methyltetrahydropyran-4-ylidene)amino]benzenesulfonamide CC1=CC=C(C=C1)S(=O)(=O)N\N=C\1/C(COCC1)C